N1[C@H](CSCC1)C(=O)O (3S)-thiomorpholine-3-carboxylic acid